ClC1=C(N)C=C(C(=C1)Cl)C(F)(F)F 2,4-dichloro-5-trifluoromethyl-aniline